Phosphonodiamidate P(=O)(N)N